N1(N=CC=C1)C1CCN(CC1)C(=O)C1=CC(=C2C=C(N=CC2=C1)OCC=1C=CC(=NC1)C#N)C(=O)N1CCCCC1 5-(((7-(4-(1H-pyrazol-1-yl)piperidine-1-carbonyl)-5-(piperidine-1-carbonyl)isoquinolin-3-yl)oxy)methyl)picolinonitrile